C1=CC(N2C1=CC=CC=C2)C=O pyrrolo[1,2-a]azepine-3-carbaldehyde